[Zr].O water zirconium